[Na+].[Na+].[Na+].CC1=C(C=C(C(=C1)C)S(=O)(=O)[O-])P(C1=C(C=C(C(=C1)S(=O)(=O)[O-])C)C)C1=C(C=C(C(=C1)S(=O)(=O)[O-])C)C tris(2,4-dimethyl-5-sulfophenyl)phosphine trisodium salt